(rac)-2-oxospiro[chroman-4,1'-indan] O=C1OC2=CC=CC=C2[C@]2(CCC3=CC=CC=C23)C1 |r|